BrC1=CC=C(C=C1)S(=O)(=O)CCl 1-bromo-4-[chloro(methanesulfonyl)]benzene